N-(4-(7-methoxy-6-(piperidin-3-ylmethoxy)quinazolin-4-yl)phenyl)-2-(4-(trifluoromethyl)phenyl)acetamide COC1=C(C=C2C(=NC=NC2=C1)C1=CC=C(C=C1)NC(CC1=CC=C(C=C1)C(F)(F)F)=O)OCC1CNCCC1